3-methoxy-4',7'-dihydrospiro[cyclopentane-1,2'-pyrrolo[3',2':5,6]pyrido[3,4-b]pyrazine]-3'(1'H)-one COC1CC2(NC3=C(NC2=O)C=NC2=C3C=CN2)CC1